NC1=CC(=C2C(N(CCCCC[C@@](C3=NN=C(C1=N2)O3)(C(F)(F)F)O)C32CCC(CC3)C2)=O)C(F)(F)F (6R)-17-amino-6-hydroxy-12-norbornan-1-yl-6,15-bis(trifluoromethyl)-19-oxa-3,4,12,18-tetrazatricyclo[12.3.1.12,5]nonadeca-1(18),2,4,14,16-pentaen-13-one